4-chloro-3-(2,4-dioxotetrahydropyrimidin-1(2H)-yl)benzoate ClC1=C(C=C(C(=O)[O-])C=C1)N1C(NC(CC1)=O)=O